FC1=CC=C(CNC(C2=CC(=C(C=C2)N2CC(NCC2)=O)NS(=O)(=O)C2=CC=C(C=C2)C)=O)C=C1 N-(4-fluorobenzyl)-3-((4-methylphenyl)sulphonamido)-4-(3-oxopiperazin-1-yl)benzamide